FC=1C=C(C=C(C1CN[C@H]1COCC1)OC)C=1C(=C(C=CC1)C1=C(C(=CC=C1)NC(=O)C=1C(N(C(N(C1)C)=O)C)=O)C)C (R)-N-(3''-fluoro-5''-methoxy-2,2'-dimethyl-4''-(((tetrahydrofuran-3-yl)amino)methyl)-[1,1':3',1''-terphenyl]-3-yl)-1,3-dimethyl-2,4-dioxo-1,2,3,4-tetrahydropyrimidine-5-carboxamide